The molecule is a pentacyclic ortho- and peri-fused polycyclic arene consisting of a dihydrocyclopenta[ij]tetraphene ring system with a methyl substituent at the 3-position. It has a role as a carcinogenic agent and an aryl hydrocarbon receptor agonist. CC1=C2CCC3=C2C(=CC4=C3C=CC5=CC=CC=C54)C=C1